CC(C([2H])([2H])[2H])(C([2H])([2H])[2H])O 2-methylpropan-1,1,1,3,3,3-d6-2-ol